C(C)(C)(C)OC(=O)N1C(=C[C@H](C1)OS(=O)(=O)C1=CC=C(C)C=C1)C(=O)O (2S,4R)-4-p-toluenesulfonyloxy-1,2-pyrrolinedicarboxylic acid-1-tert-butyl ester